N-(2-cyclopropoxy-1-(5-(2-methoxy-1-(2-oxo-4-(trifluoromethyl)imidazolidin-1-yl)ethyl)benzo[d]oxazol-2-yl)propyl)-4-ethylisoxazole-3-carboxamide C1(CC1)OC(C(C=1OC2=C(N1)C=C(C=C2)C(COC)N2C(NC(C2)C(F)(F)F)=O)NC(=O)C2=NOC=C2CC)C